C(C(C)C)OC1=CC=C(C=C1)C1NC2=CC=CC=C2C(N1C1=CC2=CC=CC=C2C=C1)=O 2-(4-isobutoxyphenyl)-3-(naphthalen-2-yl)-2,3-dihydroquinazolin-4(1H)-one